Cl.ClC1=CC=C2C(=N1)N=C(O2)N2CCNCC2 5-chloro-2-(piperazin-1-yl)oxazolo[4,5-b]pyridine hydrochloride